FC(C=1C=C(O[C@H]2CN(CC2)C2(CCOCC2)C(=O)NC2CC3(CC(C3)C(=O)OC)C2)C=CC1)(F)F Methyl (R)-6-(4-(3-(3-(trifluoromethyl)phenoxy)pyrrolidin-1-yl)tetrahydro-2H-pyran-4-carboxamido)spiro[3.3]heptane-2-carboxylate